3-{2-[2-(2-cyanoethoxy)ethoxy]ethoxy}propionitrile C(#N)CCOCCOCCOCCC#N